P(=O)(OCCC1=CNC2=CC=C(C=C12)C1(CC1)C(NC(C1=CC=CC=C1)C1=C(C=C(C=C1)C)OC)=O)([O-])[O-].[Na+].[Na+] disodium 2-[5-(1-{[(2-methoxy-4-methylphenyl)(phenyl)methyl]carbamoyl}cyclopropyl)-1H-indol-3-yl]ethyl phosphate